2-(4-(3-hydroxy-3-(4-(methylsulfanyl)phenyl)prop-1-en-1-yl)-2,6-dimethylphenoxy)-2-methylpropanoic acid OC(C=CC1=CC(=C(OC(C(=O)O)(C)C)C(=C1)C)C)C1=CC=C(C=C1)SC